C(C)(C)C(C(=O)N)C(CCC(=O)NC)NC([C@H](CC(C)C)NC(CCCCCCCC)=O)=O isopropyl-N6-methyl-3-((S)-4-methyl-2-nonanamidopentanamido)hexanediamide